2-(azetidin-3-yl)-N-[4-[[4-[[2-(6-methyl-2-pyridyl)pyrrolo[2,1-f][1,2,4]triazin-4-yl]amino]pyrimidin-2-yl]amino]phenyl]acetamide N1CC(C1)CC(=O)NC1=CC=C(C=C1)NC1=NC=CC(=N1)NC1=NC(=NN2C1=CC=C2)C2=NC(=CC=C2)C